C(C)(=O)N1C2CN(C(C1)C2)C=2C=C1CCN(C(C1=CC2)=O)C[C@@H](CN2CC1=CC=CC=C1CC2)O 6-(5-acetyl-2,5-diazabicyclo[2.2.1]hept-2-yl)-2-[(2R)-3-(3,4-dihydro-1H-isoquinolin-2-yl)-2-hydroxy-propyl]-3,4-dihydroisoquinolin-1-one